FC(OC=1C=C(C=CC1)C1=CC(=CO1)C(=O)NC1=NC(=NS1)CC(C)(F)F)(F)F 5-(3-(trifluoromethoxy)phenyl)-N-(3-(2,2-difluoropropyl)-1,2,4-thiadiazol-5-yl)furan-3-carboxamide